FC1=CC=C(C=C1)C([C@@H](OCCO)C)C1=CC=C(C=C1)F (1S)-2-[2,2-bis(4-fluorophenyl)-1-methyl-ethoxy]-ethanol